C(#C)C=1C=C(C=NC1OC1=CC=CC=C1)NC1=NC=NC2=CC=C(C=C12)N1CCNCC1 N-(5-ethynyl-6-phenoxypyridin-3-yl)-6-(piperazin-1-yl)quinazolin-4-amine